FC1=C(C(=CC(=C1)OC1(CN(C1)CCCF)C)F)[C@H]1N(CCC2=C1NC1=CC=CC=C21)CC(C)(C)F (1R,3R)-1-(2,6-difluoro-4-((1-(3-fluoropropyl)-3-methylazetidin-3-yl)oxy)phenyl)-2-(2-fluoro-2-methylpropyl)-2,3,4,9-tetrahydro-1H-pyrido[3,4-b]indol